2-ethoxy-1-(4-morpholinylphenyl)prop-2-en-1-one C(C)OC(C(=O)C1=CC=C(C=C1)N1CCOCC1)=C